COCCN1N=CC(=C1)NC1=NC=CC(=N1)C1=CC=C(C=C1)N1C(NCC1)=O 1-(4-(2-((1-(2-methoxyethyl)-1H-pyrazol-4-yl)amino)pyrimidin-4-yl)phenyl)imidazolidin-2-one